2-cyclopentyl-3-oxopropanoic acid C1(CCCC1)C(C(=O)O)C=O